C1=CC=CC=2C3=CC=CC=C3C(C12)COC(=O)N1CCC(CC1)CCCO 4-(3-hydroxypropyl)piperidine-1-carboxylic acid (9H-fluoren-9-yl)methyl ester